Hydroxymethyl-3-phenyloxetane OCC1OCC1C1=CC=CC=C1